6-Chloro-3-[(1R)-1-(3,6-dimethyl-4-oxo-2-phenyl-chromen-8-yl)ethoxy]pyridine-2-sulfonamide ClC1=CC=C(C(=N1)S(=O)(=O)N)O[C@H](C)C=1C=C(C=C2C(C(=C(OC12)C1=CC=CC=C1)C)=O)C